D-6-chloro-2-methyl-1-(oxetan-3-yl)-4-vinyl-1H-pyrrolo[2,3-b]pyridine ClC1=CC(=C2C(=N1)N(C(=C2)C)C2COC2)C=C